amino-2-(methoxymethyl)-2,3-dihydrobenzofuran-4-carboxylic acid NC1(OC=2C(C1)=C(C=CC2)C(=O)O)COC